ClC1=C(N=C(O1)C)C=1C(=C(C=CC1)C[C@@H]1N(CC([C@@H]1NS(N(C)C)(=O)=O)(F)F)C(=O)C1(CCC1)O)F N'-[(2S,3R)-2-{[3-(5-chloro-2-methyl-1,3-oxazol-4-yl)-2-fluorophenyl]methyl}-4,4-difluoro-1-(1-hydroxycyclobutane-1-carbonyl)pyrrolidin-3-yl]-N,N-dimethyl-sulfuric diamide